2-(3-((1R,3R)-3-(methoxy-d3)-1-(4-methyl-4H-1,2,4-triazol-3-yl)cyclobutyl)-phenyl)-6-(((1-methylcyclobutyl)amino)methyl)-4-(trifluoromethyl)isoindolin-1-one C(OC1CC(C1)(C1=NN=CN1C)C=1C=C(C=CC1)N1C(C2=CC(=CC(=C2C1)C(F)(F)F)CNC1(CCC1)C)=O)([2H])([2H])[2H]